((2-nitrophenyl)methyl)sulfonamide [N+](=O)([O-])C1=C(C=CC=C1)CS(=O)(=O)N